2-{1-[(azetidin-3-yl)methyl]-7-methyl-2-oxo-1H,2H,3H-imidazo[4,5-c]pyridin-3-yl}-N-ethyl-5-fluoro-N-(isopropyl)benzamide N1CC(C1)CN1C(N(C=2C=NC=C(C21)C)C2=C(C(=O)N(C(C)C)CC)C=C(C=C2)F)=O